CN1C=C(C=C(C1=O)C)C1=CC(=C(C#N)C(=C1)C)OC 4-(1,5-dimethyl-6-oxo-1,6-dihydro-pyridin-3-yl)-2-methoxy-6-methyl-benzonitrile